(2-bromo-1,3-thiazol-4-yl)methanol 2-ethylhexyl-3-mercaptopropionate (2-ethylhexyl-mercaptopropionate) C(C)C(CC(C(=O)O)(C)S)CCCC.C(C)C(CC(C(=O)O)CS)CCCC.BrC=1SC=C(N1)CO